C(C1=CC=CC=C1)N(C(O)=O)C1=CC(=NN1C(C)(C)C)[C@H]1C[C@H]([C@H](C1)OC(=O)OC1=CC=C(C=C1)[N+](=O)[O-])O[Si](C1=CC=CC=C1)(C1=CC=CC=C1)C(C)(C)C.O1CCN(CC1)CC1=CC=C(N)C=C1 |r| 4-(Morpholinomethyl)aniline rac-benzyl-(1-(tert-butyl)-3-((1R,3R,4S)-3-((tert-butyldiphenylsilyl)oxy)-4-(((4-nitrophenoxy)carbonyl)oxy)cyclopentyl)-1H-pyrazol-5-yl)carbamate